2-((((E)-3,7-dimethylocta-2,6-dien-1-yl)oxy)carbonyl)-4-phenylpentanedioic acid C\C(=C/COC(=O)C(C(=O)O)CC(C(=O)O)C1=CC=CC=C1)\CCC=C(C)C